BrC1=C(C(=CC=C1)S(=O)(=O)C1CC1)F 1-bromo-3-(cyclopropylsulfonyl)-2-fluorobenzene